N-{[4-(2-{2-[3-(2-aminoethyl)imidazo[1,2-a]pyridin-6-yl]-5-fluorophenoxy}ethyl)-1,5-dimethyl-1H-pyrazol-3-yl]methyl}-N-methylmethanesulfonamide NCCC1=CN=C2N1C=C(C=C2)C2=C(OCCC=1C(=NN(C1C)C)CN(S(=O)(=O)C)C)C=C(C=C2)F